C12COCC(CNC1)C2NC2=CC=CC1=C2SC(=C1CC(F)(F)F)C#CCNC1=C(C=C(C=C1)P(C)(C)=O)OC (4-((3-(7-((3-oxa-7-azabicyclo[3.3.1]nonan-9-yl)amino)-3-(2,2,2-trifluoroethyl)benzo[b]thiophen-2-yl)prop-2-yn-1-yl)amino)-3-methoxyphenyl)dimethylphosphine oxide